4-(dimethylamino)-3-fluoro-N-[(1s,4s)-4-{[2-(trifluoromethyl)quinolin-4-yl]amino}cyclohexyl]benzamide Methyl-5-(methyl(phenyl)amino)-[1,2,4]triazolo[4,3-a]quinazoline-7-carboxylate COC(=O)C=1C=C2C(=NC=3N(C2=CC1)C=NN3)N(C3=CC=CC=C3)C.CN(C3=C(C=C(C(=O)NC1CCC(CC1)NC1=CC(=NC2=CC=CC=C12)C(F)(F)F)C=C3)F)C